(S)-1-(3-cyano-6-methyl-4-(trifluoromethyl)pyridin-2-yl)-N-(2-hydroxyphenyl)-5-oxopyrrolidine-2-carboxamide C(#N)C=1C(=NC(=CC1C(F)(F)F)C)N1[C@@H](CCC1=O)C(=O)NC1=C(C=CC=C1)O